C(C)(C)(C)N(C(O)=O)C1(CCN(CC1)C1=NC=2C(=NC(=CC2)SC2=CC(=CC=C2)N)N1)C.ClC(C)C1=CC=C(C=C1)N1C(CCC1)=O 1-(4-(1-chloroethyl)phenyl)pyrrolidin-2-one tert-butyl-(1-(5-((3-aminophenyl)thio)-3H-imidazo[4,5-b]pyridin-2-yl)-4-methylpiperidin-4-yl)carbamate